N-(azetidin-3-yl)pyridine-2-carboxamide N1CC(C1)NC(=O)C1=NC=CC=C1